C(C(C)(C)C)(=O)OC1C[N+](CCC1)(C)C 1,1-Dimethylpiperidin-1-ium-3-ol pivalate